COC(C1=CN=C(C=C1C1=C(N=NC(=C1)Cl)OC)C)=O.CN1C=NC=C1C=1C=C2C=C(N=CC2=CC1)NC(CN1[C@@H](CCC1)C)=O (R)-N-(6-(1-methyl-1H-imidazol-5-yl)isoquinolin-3-yl)-2-(2-methylpyrrolidin-1-yl)acetamide methyl-4-(6-chloro-3-methoxypyridazin-4-yl)-6-methylnicotinate